ClC=1C(=CC(=C(C1)S(=O)(=O)NC1=NC(=CC=C1)F)F)N[C@H](CN1CCCC1)C1=CC=CC=C1 (S)-5-chloro-2-fluoro-N-(6-fluoropyridin-2-yl)-4-((1-phenyl-2-(pyrrolidin-1-yl)ethyl)amino)benzenesulfonamide